N-[(1S)-1-(5-fluoropyrimidin-2-yl)ethyl]-3-(5-isopropoxy-1H-pyrazol-3-yl)-3H-imidazo[4,5-b]pyridin-5-amine mesylate S(C)(=O)(=O)O.FC=1C=NC(=NC1)[C@H](C)NC1=CC=C2C(=N1)N(C=N2)C2=NNC(=C2)OC(C)C